N-[5-[5-(Cyclopropylmethyl)-4H-1,2,4-triazol-3-yl]-4-fluoro-2-methylphenyl]pyrazolo[1,5-a]pyridine-3-carboxamide C1(CC1)CC=1NC(=NN1)C=1C(=CC(=C(C1)NC(=O)C=1C=NN2C1C=CC=C2)C)F